4-methyl-3-(methylsulfonyl)-N-((2-(1-(pyridin-3-yl)piperidin-4-yl)-1,6-naphthyridin-7-yl)methyl)benzamide CC1=C(C=C(C(=O)NCC2=NC=C3C=CC(=NC3=C2)C2CCN(CC2)C=2C=NC=CC2)C=C1)S(=O)(=O)C